6-Bromo-4-methyl-1,3,4,9-tetrahydropyrano[3,4-b]indole BrC=1C=C2C3=C(NC2=CC1)COCC3C